3,6-dichloropyridine-2-carboxylic acid tert-butyl ester C(C)(C)(C)OC(=O)C1=NC(=CC=C1Cl)Cl